2-(3-(2-(4,4-difluoropiperidin-1-yl)ethoxy)phenyl)-2,2-difluoroacetic acid ethyl ester C(C)OC(C(F)(F)C1=CC(=CC=C1)OCCN1CCC(CC1)(F)F)=O